NC1=NC2=CC(=CC=C2C=C1)CN(C(CN1N=CC=C1)=O)C1=C(C=CC=C1)S(=O)(=O)C N-[(2-aminoquinolin-7-yl)methyl]-N-(2-methanesulfonylphenyl)-2-(1H-pyrazol-1-yl)acetamide